N1=CC=C(C=C1)N1N=CC(=C1C(F)(F)F)C(=O)OCC ethyl 1-(pyridin-4-yl)-5-(trifluoromethyl)-1H-pyrazole-4-carboxylate